2-((1-((3-(3-methylmorpholino)propyl)sulfonyl)piperidin-4-yl)amino)-5-(trifluoromethyl)pyrimidin CC1COCCN1CCCS(=O)(=O)N1CCC(CC1)NC1=NC=C(C=N1)C(F)(F)F